O[C@@H]1[C@@H](O[C@H]([C@@H]1O)C=1SC=C2C1N=C(N=C2N2CCCC2)O)C(OC)P(O)(O)=O [(2R,3S,4R,5R)-3,4-dihydroxy-5-(2-hydroxy-4-pyrrolidin-1-yl-thieno[3,4-d]-pyrimidin-7-yl)tetra-hydrofuran-2-yl]-methoxymethylphosphonic acid